C1=CC=C(C(=C1)C=NCCCN=CC2=CC=CC=C2O)O disalicylidenepropanediamine